tetramethyl-n-butylcyclopentadiene CC1C(=C(C(=C1CCCC)C)C)C